2,3-dichloro-4-(4-((S)-2-methylpiperidine-1-carbonyl)-2-(1H-1,2,3-triazol-5-yl)Thiazol-5-yl)-N-((S)-1,1,1-trifluoropropan-2-yl)benzenesulfonamide ClC1=C(C=CC(=C1Cl)C1=C(N=C(S1)C1=CN=NN1)C(=O)N1[C@H](CCCC1)C)S(=O)(=O)N[C@H](C(F)(F)F)C